2,5-di(9H-carbazol-9-yl)-3,6-bis(4,6-diphenyl-1,3,5-triazin-2-yl)benzene C1=CC=CC=2C3=CC=CC=C3N(C12)C1=CC(=C(C=C1C1=NC(=NC(=N1)C1=CC=CC=C1)C1=CC=CC=C1)N1C2=CC=CC=C2C=2C=CC=CC12)C1=NC(=NC(=N1)C1=CC=CC=C1)C1=CC=CC=C1